diglycerin monocaprylate C(CCCCCCC)(=O)O.OCC(O)CO.OCC(O)CO